BrC1=CC=C2N=CC(=NC2=C1Cl)Cl 7-bromo-2,8-dichloroquinoxaline